FC1=C(C=CC(=C1)SC(F)(F)F)CC1CC2(CN(C2)C(=O)OC(C)(C)C)C1 tert-butyl 6-[[2-fluoro-4-(trifluoromethylsulfanyl) phenyl] methyl]-2-azaspiro[3.3]heptane-2-carboxylate